NC=1C=C(CCN2[C@H](O[C@H](C2=O)C)C=2C(=NN(C2)C2=CC=C(C=C2)Br)C2=CC=C(C=C2)F)C=C(C1)Cl (2R,5S)-3-(3-amino-5-chlorophenethyl)-2-(1-(4-bromophenyl)-3-(4-Fluorophenyl)-1H-pyrazol-4-yl)-5-methyloxazolidin-4-one